C(C)(=O)N1CCC(CC1)N1N=C(C=CC1=O)C(=O)N[C@H](C)C1=CC(=CC=C1)Cl 1-(1-Acetyl-4-piperidyl)-N-[(1R)-1-(3-chlorophenyl)ethyl]-6-oxo-pyridazine-3-carboxamide